(R,Z)-N-(1-(3,6-dimethyl-4-oxo-2-(pyridin-3-yl)-3,4-dihydroquinazolin-8-yl)ethylidene)-2-methylpropane-2-sulfinamide CN1C(=NC2=C(C=C(C=C2C1=O)C)\C(\C)=N/[S@](=O)C(C)(C)C)C=1C=NC=CC1